ClC1=C(OC=2C=C3CCN(CC3=CC2)CC2=C(C=CC(=C2)F)C)C(=CC(=C1)[N+](=O)[O-])Cl 6-(2,6-Dichloro-4-nitrophenoxy)-2-(5-fluoro-2-methylbenzyl)-3,4-dihydroisoquinoline